2,8-bis(3-cyclopentylpropyl)anthra[1,2-b:5,6-b']dithiophene C1(CCCC1)CCCC1=CC2=C(S1)C1=CC=3C=CC4=C(SC(=C4)CCCC4CCCC4)C3C=C1C=C2